methyl 6-[(2-chloro-5-fluorophenyl)amino]-5-nitropyridine-3-carboxylate ClC1=C(C=C(C=C1)F)NC1=C(C=C(C=N1)C(=O)OC)[N+](=O)[O-]